(E)-N-(4-(8-(4-chloro-1,2-dimethyl-6-(trifluoromethyl)-1H-benzo[d]imidazol-5-yl)indolizine-3-carbonyl)-2,6-difluorophenyl)-4-((2,2-dimethylcyclobutyl)amino)but-2-enamide ClC1=C(C(=CC=2N(C(=NC21)C)C)C(F)(F)F)C2=CC=CN1C(=CC=C21)C(=O)C2=CC(=C(C(=C2)F)NC(\C=C\CNC2C(CC2)(C)C)=O)F